6-Methyl-pyridine-2-carboxylic acid [3-(3-ethyl-ureido)-adamantan-1-yl]-amide C(C)NC(NC12CC3(CC(CC(C1)C3)C2)NC(=O)C2=NC(=CC=C2)C)=O